3-(2-fluorophenyl)-2,4-dioxo-3,4-dihydroquinazolin FC1=C(C=CC=C1)N1C(NC2=CC=CC=C2C1=O)=O